3-(ethylsulfonyl)-4-((1-(methylsulfonyl)piperidin-4-yl)methoxy)benzoic acid methyl ester COC(C1=CC(=C(C=C1)OCC1CCN(CC1)S(=O)(=O)C)S(=O)(=O)CC)=O